(R/S)-3-methyl-6-[2-methyl-3-(trifluoromethyl)phenyl]-1-(oxetan-2-ylmethyl)imidazo[4,5-b]pyridin-2-one CN1C(N(C=2C1=NC=C(C2)C2=C(C(=CC=C2)C(F)(F)F)C)C[C@@H]2OCC2)=O |r|